4-(3-(4-(2-((1R,2R,3S,5R)-2,3-Dihydroxy-6,6-dimethylbicyclo[3.1.1]heptan-2-yl)ethoxy)phenyl)-4,4-dimethyl-5-oxo-2-thioxoimidazolidin-1-yl)-2-(trifluoromethyl)benzonitrile O[C@@]1([C@H]2C([C@@H](C[C@@H]1O)C2)(C)C)CCOC2=CC=C(C=C2)N2C(N(C(C2(C)C)=O)C2=CC(=C(C#N)C=C2)C(F)(F)F)=S